FC=1C=C(C=NC1C1CCNCC1)NC1C(NC(CC1)=O)=O 3-[[5-fluoro-6-(4-piperidyl)-3-pyridyl]amino]piperidine-2,6-dione